octanediolate C(CCCCCCC)([O-])[O-]